CN(C/C=C/C(=O)N1CC(C1)(C(=O)N1CCC(CC1)N1N=CC(=C1C)C=1C=C(C=2N(C1)N=CC2C#N)OC)OC)C (E)-6-(1-(1-(1-(4-(dimethylamino)but-2-enoyl)-3-methoxyazetidine-3-carbonyl)piperidin-4-yl)-5-methyl-1H-pyrazol-4-yl)-4-methoxypyrazolo[1,5-a]pyridine-3-carbonitrile